N[C@H]1[C@@H](CN(CC1)C1=C(C=NC2=CC=C(C=C12)C1=C(C(=CC(=C1C)F)F)O)C1=CC(=CC(=C1)F)F)OC 2-{4-[trans-4-amino-3-methoxypiperidin-1-yl]-3-(3,5-difluorophenyl)quinolin-6-yl}-4,6-difluoro-3-methylphenol